OC1[C@@H](O)[C@H](O)[C@H](O1)CO D-arabinofuranose